N-methyl-5-(3-(1-methyl-1H-pyrazol-4-yl)pyrazolo[1,5-a]pyridin-5-yl)-7H-pyrrolo[2,3-d]pyrimidin-2-amine CNC=1N=CC2=C(N1)NC=C2C2=CC=1N(C=C2)N=CC1C=1C=NN(C1)C